CC1=CC=CC(=N1)C1=NNC=C1C1=NC2=CC(=CN=C2C=C1)C=1NC=CC1 2-[3-(6-methyl-2-pyridyl)-1H-pyrazol-4-yl]-7-(1H-pyrrol-2-yl)-1,5-naphthyridine